COCC1=NC2=C(N1)C=C(C=C2C(=O)NCC=2SC=CC2)NC(=O)C2=C(C=CC=C2)C(F)(F)F 2-(methoxymethyl)-N-(thien-2-ylmethyl)-6-({[2-(trifluoromethyl)phenyl]carbonyl}amino)-1H-benzimidazole-4-carboxamide